N1(CCOCC1)P([O-])([O-])=O morpholinylphosphonate